N-sec-butyl-1-[[5-[5-(trifluoromethyl)-1,2,4-oxadiazol-3-yl]-2-thienyl]methyl]-1,2,4-triazole-3-carboxamide C(C)(CC)NC(=O)C1=NN(C=N1)CC=1SC(=CC1)C1=NOC(=N1)C(F)(F)F